FC1=CC=C(C=C1)\C=C(/F)\S(=O)(=O)C1=CC=CC=C1 (E)-1-fluoro-4-[2-fluoro(2-benzenesulfonyl)ethenyl]benzene